COC=1N=C(C2=C(N1)SC(=N2)C)NCCCC2=CC=C(C=C2)C2=CC=C(C=C2)OC(F)(F)F 5-methoxy-2-methyl-N-(3-[4'-(trifluoromethoxy)-[1,1'-biphenyl]-4-yl]propyl)-[1,3]thiazolo[5,4-d]pyrimidin-7-amine